methyl (1r,2'S,4S)-6'-acetyl-4-(3-chloroanilino)-2'-[(2R)-3-hydroxy-2-methylpropyl]-2',3'-dihydrospiro[cyclohexane-1,1'-indene]-4-carboxylate C(C)(=O)C1=CC=C2C[C@@H](C3(C2=C1)CCC(CC3)(C(=O)OC)NC3=CC(=CC=C3)Cl)C[C@H](CO)C